(1'S,2'R)-8-(((1S,3S)-3-((tert-butoxycarbonyl)amino)cyclopentyl)amino)-6,7-dihydrospiro[cyclopenta[d]Pyrazolo[1,5-a]pyrimidine-5,1'-cyclopentan]-2'-yl benzoate C(C1=CC=CC=C1)(=O)O[C@H]1[C@@]2(CCC1)CCC=1C2=NC=2N(C1N[C@@H]1C[C@H](CC1)NC(=O)OC(C)(C)C)N=CC2